C(C)(=O)C1=C(C=C(C=C1)Cl)C=1C(=NN(C(C1)=O)[C@H](C(=O)NC1=CC=C(C(=O)O)C=C1)CC1=CC=CC=C1)OCCO (S)-4-(2-(4-(2-acetyl-5-chlorophenyl)-3-(2-hydroxyethoxy)-6-oxopyridazin-1(6H)-yl)-3-phenylpropionylamino)benzoic acid